IC1=CC=2N(C=C1C)C(N(N2)C)=O 7-iodo-2,6-dimethyl-[1,2,4]triazolo[4,3-a]pyridin-3(2H)-one